FC1=CC=2N(C=C1)N=C(N2)N[C@@H]2C[C@H](CC2)NC2=CC=C(C=N2)N2C(COCC2)=O 4-(6-(((1S,3S)-3-((7-fluoro-[1,2,4]triazolo[1,5-a]pyridin-2-yl)amino)cyclopentyl)amino)pyridin-3-yl)morpholin-3-one